CC=1C(=NC=CC1)C#N 3-methylpicolinonitrile